N1C=NC2=C1C=C(C=C2)NCCNS(=O)(=O)C N-(2-(1H-benzo[d]imidazol-6-yl)aminoethyl)methanesulfonamide